FC(C=1C(=NC(=NC1C1=C(C=CC=C1)C)NS(=O)(=O)C=1C=NN(C1)C)OC1=C(C(=CC=C1)N1CCN(CC1)C)F)F N-[5-(difluoromethyl)-4-[2-fluoro-3-(4-methylpiperazin-1-yl)phenoxy]-6-(o-tolyl)pyrimidin-2-yl]-1-methyl-pyrazole-4-sulfonamide